2-(1-(4-(4-Carboxyphenyl)-1H-pyrazol-1-yl)-2-((1R*,2R*)-2-(piperazine-1-carbonyl)cyclopropyl)ethyl)-5-(5-chloro-2-(1H-tetrazol-1-yl)phenyl)pyridine 1-oxide C(=O)(O)C1=CC=C(C=C1)C=1C=NN(C1)C(C[C@@H]1[C@@H](C1)C(=O)N1CCNCC1)C1=[N+](C=C(C=C1)C1=C(C=CC(=C1)Cl)N1N=NN=C1)[O-] |o1:16,17|